oxalic acid, butyl propyl ester C(C(=O)OCCC)(=O)OCCCC